phosphoDOPA P(=O)(O)(O)OC1=CC=C(C[C@@H](C(=O)O)N)C=C1O